phenyl (2-cyanopyridin-4-yl)carbamate C(#N)C1=NC=CC(=C1)NC(OC1=CC=CC=C1)=O